C(C1=CC=CC=C1)OC1=CC(=C(NC2=CC(=C(C=C2)C)OCCCC2CCCCC2)C=C1)C1CC1 4-(Benzyloxy)-N-[3-(3-cyclohexylpropoxy)-4-methylphenyl]-2-cyclopropylaniline